N-(3-cyano-4-fluorophenyl)-2-fluoro-6-(4-fluoro-2-methylphenoxy)-3-(trifluoromethoxy)benzamide tert-butyl-3-oxo-9-azabicyclo[3.3.1]nonane-9-carboxylate C(C)(C)(C)OC(=O)N1C2CC(CC1CCC2)=O.C(#N)C=2C=C(C=CC2F)NC(C2=C(C(=CC=C2OC2=C(C=C(C=C2)F)C)OC(F)(F)F)F)=O